10,10',10'',10'''-(3'-(1-methyl-1H-benzo[d]imidazol-2-yl)-[1,1'-biphenyl]-2,3,4,5-tetrayl)tetrakis(5-methyl-5,10-dihydrophenazine) CN1C(=NC2=C1C=CC=C2)C=2C=C(C=CC2)C2=C(C(=C(C(=C2)N2C1=CC=CC=C1N(C=1C=CC=CC21)C)N2C1=CC=CC=C1N(C=1C=CC=CC21)C)N2C1=CC=CC=C1N(C=1C=CC=CC21)C)N2C1=CC=CC=C1N(C=1C=CC=CC21)C